ethyl 6-bromo-4-chloro-1-cyclopropyl-7-fluoro-2-oxo-quinoline-3-carboxylate BrC=1C=C2C(=C(C(N(C2=CC1F)C1CC1)=O)C(=O)OCC)Cl